C(=O)(O)C1=C(C(=NC=C1)C1=NC=CC=C1)C(=O)O dicarboxy-2,2'-bipyridyl